FC=1C=C(C=C(C1[C@H]1[C@@H](N(CC=2C3=C(C=CC12)NN=C3)C)CC(C)C)F)NC3CN(C3)CCC N-(3,5-difluoro-4-((6S,7S)-7-isobutyl-8-methyl-6,7,8,9-tetrahydro-3H-pyrazolo[3,4-h]isoquinolin-6-yl)phenyl)-1-propylazetidine-3-amine